5-(1-((4-ethylaminophenyl)sulfonyl)-1,2,5,6-tetrahydropyridin-4-yl)-3-hydroxy-pyridine C(C)NC1=CC=C(C=C1)S(=O)(=O)N1CC=C(CC1)C=1C=C(C=NC1)O